1-(5'-{1-[(6,7-dimethoxy-2-methylquinazolin-4-yl)amino]ethyl}-2,2'-bithiophen-5-yl)ethanone COC=1C=C2C(=NC(=NC2=CC1OC)C)NC(C)C1=CC=C(S1)C=1SC(=CC1)C(C)=O